N'-[5-bromo-6-(1-methyl-2-propoxyethoxy)-2-methylpyridin-3-yl]-N-ethyl-N-methylmethaneimidamide BrC=1C=C(C(=NC1OC(COCCC)C)C)N=CN(C)CC